(2R)-1-(4-(4-(2-amino-6-methylpyrimidin-4-yl)-1,4-oxazepan-3-yl)-3-chlorophenoxy)propan-2-ol NC1=NC(=CC(=N1)N1C(COCCC1)C1=C(C=C(OC[C@@H](C)O)C=C1)Cl)C